4-pyridylbromide N1=CC=C(C=C1)Br